2,9-dimethyl-4,7-diphenyl-1,10-phenanthrolinedisulfonate disodium salt [Na+].[Na+].CC1(NC2=C3N=C(C=C(C3=CC=C2C(=C1S(=O)(=O)[O-])C1=CC=CC=C1)C1=CC=CC=C1)C)S(=O)(=O)[O-]